C=C1OCCCCO1 2-Methylen-1,3-dioxepan